1,3-bis(pyridin-2-yl)-5-(4-chlorophenyl)benzene N1=C(C=CC=C1)C1=CC(=CC(=C1)C1=CC=C(C=C1)Cl)C1=NC=CC=C1